N1(NCC=C1)C=1SCCN1 dihydro-pyrazolyl-thiazoline